C1CCC2=NC3=C(C(=C21)NC(=O)N=[S@](=O)(N)C=2SC(=C(C2)C)C(C)(C)O)CCC3 (R)-N'-((1,2,3,5,6,7-hexahydrodicyclopenta[b,e]pyridin-8-yl)carbamoyl)-5-(2-hydroxypropan-2-yl)-4-methylthiophene-2-sulfonimidamide